ClC=1C(=NC=C(C1I)F)N(S(=O)(=O)CC)COCC[Si](C)(C)C N-(3-chloro-5-fluoro-4-iodopyridin-2-yl)-N-((2-(trimethylsilyl)ethoxy)-methyl)ethanesulfonamide